ClC=1C(=C(C=CC1)N1N=NN(C1=O)C)COC=1SC=C(N1)C1=CC=C(C=C1)C 1-[3-chloro-2-[[4-(p-tolyl)thiazol-2-yl]oxymethyl]phenyl]-4-methyl-tetrazol-5-one